COC(=O)C=1C(=CSC1)B(O)O (4-(methoxycarbonyl)thiophen-3-yl)boronic acid